S(=O)(=O)(OC1=CC=C(C=C1)Cl)Cl 4-Chlorophenyl chlorosulfate